CC(=O)OOC1=C(C(=CC=C1)Cl)Cl Dichlorophenoxy acetate